4-ethoxypyrrolidine-1-carboxylic acid benzyl ester C(C1=CC=CC=C1)OC(=O)N1CCC(C1)OCC